ClC1=CC2=C(N=C(N=C(C2=C(C)C)C2=CC=CC=C2)C2=CC=C(C=C2)Cl)C=C1 7-Chloro-2-(4-chlorophenyl)-4-phenyl-5-(propan-2-ylidene)-5H-benzo[d][1,3]diazepine